3-[(3-cyclopropyl-2-fluorophenyl)sulfanyl]-N-[2-(2,4-dimethylphenyl)-2,2-difluoroethyl]quinoline-4-carboxamide C1(CC1)C=1C(=C(C=CC1)SC=1C=NC2=CC=CC=C2C1C(=O)NCC(F)(F)C1=C(C=C(C=C1)C)C)F